ethyl 1-fluoro-10,11-dihydrodibenzo[b,f]oxepine-10-carboxylate FC1=CC=CC=2OC3=C(C(CC21)C(=O)OCC)C=CC=C3